Alpha-Carene CC1=C[C@@H]2[C@@H](C2(C)C)CC1